6-(4-(2-Fluoro-5-((4-oxo-7-(prop-1-yn-1-yl)-5-(trifluoromethyl)-3,4-dihydrophthalazin-1-yl)methyl)benzoyl)piperazin-1-yl)nicotinonitrile FC1=C(C(=O)N2CCN(CC2)C2=NC=C(C#N)C=C2)C=C(C=C1)CC1=NNC(C2=C(C=C(C=C12)C#CC)C(F)(F)F)=O